COC1=C2C=C(NC2=CC=C1)C(=O)N[C@H](CN[C@H](C(=O)OC)C[C@H]1C(NCC1)=O)CC(C)(C)C methyl (2S)-2-[[(2S)-2-[(4-methoxy-1H-indole-2-carbonyl)amino]-4,4-dimethyl-pentyl]amino]-3-[(3S)-2-oxopyrrolidin-3-yl]propanoate